Methyl-2-phenoxy-N-(4,4,4-trifluorobutyl)-1H-imidazole-1-carboxamide CC=1N=C(N(C1)C(=O)NCCCC(F)(F)F)OC1=CC=CC=C1